C(#N)C1(CC1)NC(=O)C1CCCCC1 N-(1-cyanocyclopropyl)-cyclohexylcarboxamide